(E)-1-(4-bromo-3-chlorobut-1-en-1-yl)-2-methylbenzene BrCC(/C=C/C1=C(C=CC=C1)C)Cl